C(C)N(CCNC(=O)C1=C(NC(=C1C)\C=C\1/C(N(C2=CC=C(C=C12)F)C(=O)NN)=O)C)CC (Z)-N-(2-(diethylamino)ethyl)-5-((5-fluoro-1-(hydrazinecarbonyl)-2-oxoindolin-3-ylidene)methyl)-2,4-dimethyl-1H-pyrrole-3-carboxamide